4-[4-(3,4-DIHYDRO-1H-ISOQUINOLIN-2-YLMETHYL)-BENZYLOXYl-1-OXO-1,3-DIHYDRO-ISOINDOL-2-YL]-PIPERIDINE C1N(CCC2=CC=CC=C12)CC1=CC=C(COC2N(C(C3=CC=CC=C23)=O)C2CCNCC2)C=C1